2'-(4-fluorophenyl)-3'-(1H-pyrazolo[3,4-b]pyridin-4-yl)-5'H,7'H-spiro[cyclopropane-1,6'-pyrazolo[5,1-b][1,3]oxazine] FC1=CC=C(C=C1)C1=NN2C(OCC3(C2)CC3)=C1C1=C3C(=NC=C1)NN=C3